ClC1=CC(=C(C=C1)C1OC2=C(O1)C=CC=C2C2CCN(CC2)CC2=NC1=C(N2C[C@H]2OCC2)C=C(C=C1)C(=O)O)F 2-({4-[2-(4-chloro-2-fluorophenyl)-1,3-benzodioxol-4-yl]piperidin-1-yl}methyl)-1-[(2S)-oxetan-2-ylmethyl]-1H-benzimidazole-6-carboxylic acid